azo ketone N1=NC1=O